N-methoxy-N-methyl-2-(triphenylphosphoranylidene)-acetamide CON(C(C=P(C1=CC=CC=C1)(C1=CC=CC=C1)C1=CC=CC=C1)=O)C